ClC=1C(=C(C(=CC1)N1N=NN=C1)C1=CC(N2[C@@H](CC[C@@H]2C1)C=1NC(=CN1)C=1C=CC2=C(N(C(N2)=O)C)C1)=O)F |o1:19| 6-(2-((3S,8aR*)-7-(3-Chloro-2-fluoro-6-(1H-tetrazol-1-yl)phenyl)-5-oxo-1,2,3,5,8,8a-hexahydroindolizin-3-yl)-1H-imidazol-5-yl)-1-methyl-1H-benzo[d]imidazol-2(3H)-one